tert-butyl (1-(4-methyl-3-((1-(3-phenylnaphthalen-1-yl)cyclopropyl)carbamoyl)phenoxy)propan-2-yl)carbamate CC1=C(C=C(OCC(C)NC(OC(C)(C)C)=O)C=C1)C(NC1(CC1)C1=CC(=CC2=CC=CC=C12)C1=CC=CC=C1)=O